5-[[2-(acetyloxy)-1-oxopropyl]amino]-2,4,6-triiodo-1,3-benzenedicarbonyl dichloride C(C)(=O)OC(C(=O)NC=1C(=C(C(=C(C1I)C(=O)Cl)I)C(=O)Cl)I)C